OC(C)C1N(C(CC1)C)C(=O)[O-] 2-(1-hydroxyethyl)-5-methylpyrrolidine-1-carboxylate